N3-cyclobutyl-N2-cyclohexyl-5-(3-methyl-1,2,4-oxadiazol-5-yl)pyridine-2,3-diamine C1(CCC1)NC=1C(=NC=C(C1)C1=NC(=NO1)C)NC1CCCCC1